(S)-1-((5-chloro-6-difluoromethylpyrimidin-4-yl)amino)-2-propanol ClC=1C(=NC=NC1C(F)F)NC[C@H](C)O